C(C)N1C(C[C@@H](C1)CN1N=C2N=C(C(=CC2=C1)F)C1=C(C=C(C=C1)C(F)(F)F)O)=O (S)-1-ethyl-4-((5-fluoro-6-(2-hydroxy-4-(trifluoromethyl)phenyl)-2H-pyrazolo[3,4-b]pyridin-2-yl)methyl)pyrrolidin-2-one